C(C)(C)(C)OC(CC(CC(C=CC=1C(=NC2=CC=CC=C2C1C1=CC=C(C=C1)F)C1CC1)O)O)=O 7-(2-cyclopropyl-4-(4-fluorophenyl)quinolin-3-yl)-3,5-dihydroxyhept-6-enoic acid tert-butyl ester